3-fluoro-4-iodobenzenesulfonamide FC=1C=C(C=CC1I)S(=O)(=O)N